C(#N)C=1C=NN2C1C(=CC(=C2)C=2C=NN(C2)C)N2CC(N(CC2)C(=O)OC(C)(C)C)C tert-butyl 4-(3-cyano-6-(1-methyl-1H-pyrazol-4-yl) pyrazolo[1,5-a]pyridin-4-yl)-2-methylpiperazine-1-carboxylate